C(#N)C1=C(C=CC=C1)N1N=C(C=C1NC(=O)C=1C=NN2C1N=CC=C2)C N-(1-(2-cyanophenyl)-3-methyl-1H-pyrazol-5-yl)pyrazolo[1,5-a]pyrimidine-3-carboxamide